NC1=NC2=C(N1C13CN(CC(CC1)C3)CCOC3=C(C=NN3C)C3=CC(=CN(C3=O)C)C(=O)OC)C=C(C=C2)Br methyl 5-(5-{2-[1-(2-amino-6-bromo-1,3-benzodiazol-1-yl)-3-azabicyclo[3.2.1]octan-3-yl] ethoxy}-1-methylpyrazol-4-yl)-1-methyl-6-oxopyridine-3-carboxylate